NC1(CCN(CC1)C1=NC(=C(C(=N1)C#N)C1=C(C(=CC=C1)Cl)Cl)C)C 2-(4-Amino-4-methylpiperidin-1-yl)-5-(2,3-dichlorophenyl)-6-methylpyrimidine-4-carbonitrile